COC=CC methyl-propenyl ether